NC1=C(C=NC2=CC(=CC=C12)Br)NC(C[C@H]1N(CCC1)C(=O)OC(C)(C)C)=O tert-butyl (S)-2-(2-((4-amino-7-bromoquinolin-3-yl)amino)-2-oxoethyl)pyrrolidine-1-carboxylate